ClC(=CC#N)C1=CC(=CC=C1)F 3-chloro-3-(3-fluorophenyl)acrylonitrile